1,1,2,2-pentanetetracarboxylic acid C(C(CCC)(C(=O)O)C(=O)O)(C(=O)O)C(=O)O